trans-1,2-bis(p-methylphenyl)ethylene CC1=CC=C(C=C1)\C=C\C1=CC=C(C=C1)C